C(C=C)C=1C(=NC=2N(C1O)N=CC2C(=O)OCC)O Ethyl 6-allyl-5,7-dihydroxypyrazolo[1,5-a]pyrimidine-3-carboxylate